OC1CN(CC1)[C@H]1[C@@H](CCC1)OC=1C=C2CN(C(C2=CC1)=O)C1C(NC(CC1)=O)=O 3-(5-(((1R,2R)-2-(3-hydroxypyrrolidin-1-yl)cyclopentyl)oxy)-1-oxoisoindolin-2-yl)piperidine-2,6-dione